O[C@@]1(C(N(CC1)C)=O)C1=CC(=NO1)C1=CC(=CC=C1)C1=CC(=C2C(=N1)N(N=C2C)C)OC (R)-3-Hydroxy-3-(3-(3-(4-methoxy-1,3-dimethyl-1H-pyrazolo[3,4-b]pyridin-6-yl)phenyl)isoxazol-5-yl)-1-methylpyrrolidin-2-one